(S)-4-(3-(tert-butoxymethyl)-2,5-dioxo-4-(4-(trifluoromethyl)benzyl)piperazin-1-yl)-3-fluorobenzonitrile C(C)(C)(C)OC[C@H]1C(N(CC(N1CC1=CC=C(C=C1)C(F)(F)F)=O)C1=C(C=C(C#N)C=C1)F)=O